N-(3-(4,4-difluoropiperidin-1-yl)-4-(1H-imidazol-2-yl)phenyl)-4-(ethylsulfonamido)-2-(6-azaspiro[2.5]octan-6-yl)benzamide FC1(CCN(CC1)C=1C=C(C=CC1C=1NC=CN1)NC(C1=C(C=C(C=C1)NS(=O)(=O)CC)N1CCC2(CC2)CC1)=O)F